[Ni].[Cr].[Co] Cobalt-chromium-nickel